2-((2-(3-(2-((2-aminoethyl)amino)ethyl)-2-oxoimidazolidin-1-yl)ethyl)(2-((cyanomethyl)amino)ethyl)amino)acetonitrile NCCNCCN1C(N(CC1)CCN(CC#N)CCNCC#N)=O